8-methyl-2-thieno[2,3-c]pyridin-5-yl-6-(thiomorpholinomethyl)-3H-quinazolin-4-one CC=1C=C(C=C2C(NC(=NC12)C=1C=C2C(=CN1)SC=C2)=O)CN2CCSCC2